3-((4-(4,4-dimethyl-1-oxo-1,2,3,4-tetrahydroisoquinolin-6-yl)pyrimidin-2-yl)amino)-N,N-dimethylbenzenesulfonamide CC1(CNC(C2=CC=C(C=C12)C1=NC(=NC=C1)NC=1C=C(C=CC1)S(=O)(=O)N(C)C)=O)C